5-imino-benzo[d][1,3]oxazin N=C1C=CC=C2N=COC=C21